C(N)(=O)[C@H]1N2C(N([C@H](CC1)C2)OS(=O)(=O)OCC(C(=O)OCC2=CC=CC=C2)(C)C)=O benzyl 3-(((((1R,2S,5R)-2-carbamoyl-7-oxo-1,6-diazabicyclo[3.2.1]octan-6-yl)oxy)sulfonyl)oxy)-2,2-dimethylpropanoate